C(C)(C)(C)OC(N(C)C1CCN(C2(CCC2)C1)C1=CC=C2C(=NN(C2=C1)C)C1C(NC(CC1)=O)=O)=O N-[5-[3-(2,6-dioxo-3-piperidinyl)-1-methyl-indazol-6-yl]-5-azaspiro[3.5]non-8-yl]-N-methyl-carbamic acid tert-butyl ester